FC=1C=C(COC2=NC(N3C(N4COCCC4C3)=C2)=O)C=CC1 3-((3-fluorobenzyl)oxy)-8,9,9a,10-tetrahydropyrimido[6',1':2,3]imidazo[1,5-c][1,3]oxazin-1(6H)-one